C(C1=CC=CC=C1)OCC1CCC(CC1)C=1SC2=C(C=NC(=C2)Br)N1 2-[4-(Benzyloxymethyl)cyclohexyl]-6-bromo-thiazolo[4,5-c]pyridine